6-(2-allyl-4,4-dimethyl-pyrrolidin-1-yl)-3-[bis(tert-butoxycarbonyl)amino]-5-(trifluoromethyl)pyridine-2-carboxylic acid C(C=C)C1N(CC(C1)(C)C)C1=C(C=C(C(=N1)C(=O)O)N(C(=O)OC(C)(C)C)C(=O)OC(C)(C)C)C(F)(F)F